Methyl rac-4-[[3-(3,4-difluoro-2-methoxy-phenyl)-4,5,5-trimethyl-tetrahydrofuran-2-carbonyl]amino]pyridine-2-carboxylate FC=1C(=C(C=CC1F)C1C(OC(C1C)(C)C)C(=O)NC1=CC(=NC=C1)C(=O)OC)OC